((S)-6,8-dichloro-1-methyl-3,4-dihydroisoquinolin-2(1H)-yl)((R)-4-(2-((3-morpholinopropyl)amino)oxazolo[4,5-c]pyridin-7-yl)morpholin-2-yl)methanone ClC=1C=C2CCN([C@H](C2=C(C1)Cl)C)C(=O)[C@H]1CN(CCO1)C=1C2=C(C=NC1)N=C(O2)NCCCN2CCOCC2